N-(6-amino-5-cyclopropyl-3-pyridyl)-2-[(2S,5R)-2-(1,3-benzothiazol-5-yl)-5-methyl-4-(2-methylpropanoyl)piperazin-1-yl]-2-oxo-acetamide NC1=C(C=C(C=N1)NC(C(=O)N1[C@H](CN([C@@H](C1)C)C(C(C)C)=O)C=1C=CC2=C(N=CS2)C1)=O)C1CC1